3-(difluoromethyl)-1-methyl-N-(p-tolyl)pyrazole-4-carboxamide FC(C1=NN(C=C1C(=O)NC1=CC=C(C=C1)C)C)F